C1N(CCC2=CC=CC=C12)C[C@H](CN1CCOC2=C(C1=O)C=CC(=C2)CN2CCOCCC2)O 4-[(2R)-3-(3,4-dihydro-1H-isoquinolin-2-yl)-2-hydroxy-propyl]-8-(1,4-oxazepan-4-ylmethyl)-2,3-dihydro-1,4-benzoxazepin-5-one